dichlorobis[di-t-butyl-(p-dimethylaminophenyl)phosphino]Palladium (II) Cl[Pd-2](P(C(C)(C)C)(C(C)(C)C)C1=CC=C(C=C1)N(C)C)(P(C1=CC=C(C=C1)N(C)C)(C(C)(C)C)C(C)(C)C)Cl